(S)-tert-butyl (6-(2,5-dimethoxy-3,4,6-trimethylphenyl)-1-(isopropylamino)-1-oxohexan-2-yl)carbamate COC1=C(C(=C(C(=C1C)C)OC)C)CCCC[C@@H](C(=O)NC(C)C)NC(OC(C)(C)C)=O